4-((2-fluoro-6-methylbenzyl)amino)-2-((1-ethyl-1H-pyrazol-4-yl)amino)pyrimidin-5-carboxamide FC1=C(CNC2=NC(=NC=C2C(=O)N)NC=2C=NN(C2)CC)C(=CC=C1)C